ClC=1C=CC=2N(C1)C(=CN2)C2=NC=CC(=N2)N2CC(OCC2)C(=O)N 4-(2-(6-chloroimidazo[1,2-a]pyridin-3-yl)pyrimidin-4-yl)morpholine-2-carboxamide